N-(2-((3,4-dihydro-2H-pyrimido[1,2-c]quinazolin-10-yl)oxy)-3-nitropyridin-4-yl)propane-1-sulfonamide N=1CCCN2C=NC=3C=CC(=CC3C21)OC2=NC=CC(=C2[N+](=O)[O-])NS(=O)(=O)CCC